bornan-2-one C12(C(CC(CC1)C2(C)C)=O)C